CC(=CCC/C(=C/C(=O)SCCNC(=O)CCNC(=O)[C@@H](C(C)(C)COP(=O)([O-])OP(=O)([O-])OC[C@@H]1[C@H]([C@H]([C@@H](O1)N2C=NC3=C(N=CN=C32)N)O)OP(=O)([O-])[O-])O)/C)C The molecule is tetraanion of geranoyl-CoA arising from deprotonation of phosphate and diphosphate functions. It is a conjugate base of a cis-geranoyl-CoA.